C1(=CC=CC=C1)CCCCNC(=O)N1C=NC(=C1)C1=CC=C(C=C1)OCC1=CC=C(C=C1)S(N)(=O)=O N-(4-phenylbutyl)-4-(4-((4-sulfamoylbenzyl)oxy)phenyl)-1H-imidazole-1-carboxamide